Br[N+](C)(C)C bromotrimethylammonium